(S)-N-(5-((R)-2-(2,5-difluorophenyl)pyrrolidin-1-yl)-pyrazolo[1,5-a]pyrimidin-3-yl)-3-hydroxypyrrolidine-1-carboxamide sulfate S(=O)(=O)(O)O.FC1=C(C=C(C=C1)F)[C@@H]1N(CCC1)C1=NC=2N(C=C1)N=CC2NC(=O)N2C[C@H](CC2)O